C(C(=O)O)N(C=O)O The molecule is a monocarboxylic acid that is N-hydroxyglycine in which the hydrogen attached to the nitrogen is replaced by a formyl group. It was originally isolated from cultures of Penicillium frequentans. It has a role as a teratogenic agent, an antineoplastic agent, an antimicrobial agent and a Penicillium metabolite. It is a monocarboxylic acid, a N-hydroxy-alpha-amino-acid and an aldehyde.